FC1C[C@H](C(NC=2C=NN(C2C=2C=C(C=C([C@H](C1)NC(OC(C)(C)C)=O)C2)F)C)=O)C tert-butyl N-[(9R,13S)-11,16-difluoro-3,9-dimethyl-8-oxo-3,4,7-triazatricyclo[12.3.1.02,6]octadeca-1(18),2(6),4,14,16-pentaen-13-yl]carbamate